NC1=C(C(=O)OC)C=C(N=C1C1CC1)C methyl 3-amino-2-cyclopropyl-6-methylisonicotinate